tert-butyl 4-(2-chloroacetyl)-3-(((4-(trifluoromethyl)phenyl)amino)methyl)piperazine-1-carboxylate ClCC(=O)N1C(CN(CC1)C(=O)OC(C)(C)C)CNC1=CC=C(C=C1)C(F)(F)F